C(C1=CC=CC=C1)N1CC2C(C1)C(CC2=O)=O N-benzyltetrahydrocyclopenta[c]pyrrole-4,6(1H,5H)-dione